C(C1=CC=CC=C1)O[C@H]1[C@](O[C@@H]([C@H]1OCC1=CC=CC=C1)COCC1=CC=CC=C1)(C#N)C1=CC=C2C(=NC(=NC2=C1)OC)OC (2R,3R,4R,5R)-3,4-bis(benzyloxy)-5-[(benzyloxy)methyl]-2-(2,4-Dimethoxyquinazolin-7-yl)oxolane-2-carbonitrile